FC(F)(F)N1N=CC=C1 (trifluoromethyl)-1H-pyrazol